OC1=C(C2=CC=CC=C2C=C1)CC1=C(C=CC2=CC=CC=C12)O bis(2-hydroxy-1-naphthyl)methane